tert-butyl (2R,5S)-2-((S)-(3-fluorophenyl)(hydroxy)methyl)-5-(((1r,4S)-4-methoxycyclohexyl)methyl)pyrrolidine-1-carboxylate FC=1C=C(C=CC1)[C@@H]([C@@H]1N([C@@H](CC1)CC1CCC(CC1)OC)C(=O)OC(C)(C)C)O